C(C)NC=1C=C(C=C2C(C(NC12)=O)(C)N1C[C@@H]([C@H](CC1)F)NC=1C=CC(=NC1)C#N)F 5-[[(3S,4S)-1-[7-(ethylamino)-5-fluoro-3-methyl-2-oxo-indolin-3-yl]-4-fluoro-3-piperidyl]amino]pyridine-2-carbonitrile